2-chlorodeoxyadenosine Sodium [Na].ClC=1N=C(C=2N=CN([C@H]3C[C@H](O)[C@@H](CO)O3)C2N1)N